NCC1=CC=C(C=C1)C=1N(N=C2C1N=CN(C2=O)CC2(CCN(CC2)C(C[C@@H](C)C2=CC=CC=C2)=O)O)C (R)-3-(4-(Aminomethyl)phenyl)-6-((4-hydroxy-1-(3-phenylbutanoyl)piperidin-4-yl)methyl)-2-methyl-2H-pyrazolo[4,3-d]pyrimidin-7(6H)-one